(5S,7S)-2-(difluoromethylsulfonyl)-7-fluoro-5-(2,3,6-trifluorophenyl)-6,7-dihydro-5H-pyrrolo[1,2-b][1,2,4]triazole FC(S(=O)(=O)C=1N=C2N(N1)[C@@H](C[C@@H]2F)C2=C(C(=CC=C2F)F)F)F